1-methyl-1H-tetrazol-5-ylsulfanyl-N-(4-trifluoromethyl-phenyl)-benzamide CN1N=NN=C1SC1=C(C(=O)NC2=CC=C(C=C2)C(F)(F)F)C=CC=C1